N-((4,6-dimethyl-2-oxo-1,2-dihydropyridin-3-yl)methyl)-5-(ethyl-(tetrahydro-2H-pyran-4-yl)amino)-6-methyl-2-(1-methyl-1H-pyrazol-5-yl)indolizine-7-carboxamide CC1=C(C(NC(=C1)C)=O)CNC(=O)C=1C(=C(N2C=C(C=C2C1)C1=CC=NN1C)N(C1CCOCC1)CC)C